ClC=1C=CC=C2C=CC=C(C12)C1CC=2N=C(N=C(C2CO1)N1C[C@@H](N(CC1)C(=O)OC(C)(C)C)CC#N)N1CCC(CC1)N(CC)CC tert-butyl (2S)-4-(7-(8-chloronaphthalen-1-yl)-2-(4-(diethylamino)-piperidin-1-yl)-7,8-dihydro-5H-pyrano[4,3-d]pyrimidin-4-yl)-2-(cyano methyl)piperazine-1-carboxylate